L-3-[2-(2-aminoethyl-amino)ethyl-amino]Propyl-trimethoxysilane NCCNCCNCCC[Si](OC)(OC)OC